S(C(=O)OCCCCCCCCCCCC)C(=O)OCCCCCCCCCCCC dilauryl thiodiformate